C1(CC1)C1=C(C(=NO1)C1=C(C=CC=C1Cl)Cl)COC1[C@@H]2CN([C@H](C1)C2)C2=CC=C(C(=O)O)C=C2 4-[(1S,4S)-5-[5-cyclopropyl-3-(2,6-dichlorophenyl)-1,2-oxazol-4-yl]methoxy-2-azabicyclo[2.2.1]heptan-2-yl]benzoic acid